O1NN=NC1=N oxatriazole-5-imine